CN(C1CCN(CC1)C=O)C (4-dimethylamino-piperidin-1-yl)-methanone